2-[[2-(2,6-dioxo-3-piperidyl)-1,3-dioxo-isoindolin-4-yl]amino]acetic acid O=C1NC(CCC1N1C(C2=CC=CC(=C2C1=O)NCC(=O)O)=O)=O